C(N1C2=C(N=CC1=O)C=CC(=N2)OCCNCC2CN(C(O2)=O)C2=NC1=C(SCC(N1)=O)N=C2)([2H])([2H])[2H] 5-(((2-((4-(methyl-d3)-3-oxo-3,4-dihydropyrido[2,3-b]pyrazin-6-yl)oxy)ethyl)amino)methyl)-3-(3-oxo-3,4-dihydro-2H-pyrazino[2,3-b][1,4]thiazin-6-yl)oxazolidin-2-one